COC1=CC=C(C2=C1OC1(CCSCC1)O2)C(C)=O 1-(7-methoxy-spiro[1,3-benzodioxole-2,4'-tetrahydrothiopyran]-4-yl)ethanone